C(C)(C)(C)C=1C=C(C=C(C1O)C(C)(C)C)CCC(=O)OCCNC(C(=O)NCCOC(CCC1=CC(=C(C(=C1)C(C)(C)C)O)C(C)(C)C)=O)=O 2-[[2-[2-[3-(3,5-ditert-butyl-4-hydroxyphenyl)propanoyloxy]ethylamino]-2-oxoacetyl]amino]ethyl 3-(3,5-ditert-butyl-4-hydroxyphenyl)propanoate